C(C)(C)(C)OC(/C(=C/C1=CC=C(C=C1)F)/NC1=NC=C(N=C1CC1=CC=CC=C1)Br)=O (Z)-2-((3-benzyl-5-bromopyrazin-2-yl)amino)-3-(4-fluorophenyl)acrylic acid tert-butyl ester